FC1=CC=C(C=C1)C1=CC=C(O1)C=C1C(C2=CC=CC=C2C1=O)=O 2-[[5-(4-Fluorophenyl)-2-furanyl]methylene]-1H-indene-1,3(2H)-dione